N1(C=NC=C1)C1=CC(=NC2=CC(=CC=C12)C1=CC=NN1)N 4-(1H-imidazol-1-yl)-7-(1H-pyrazol-5-yl)quinolin-2-amine